Cl.ClC=1C=C(C=CC1F)NN (3-chloro-4-fluoro-phenyl)hydrazine hydrochloride